2,5-dimethylpiperazine-1-carboxylic acid (2R,5S)-tert-butyl ester C(C)(C)(C)OC(=O)N1C(CNC(C1)C)C